FC(OC1=CC2=C(C(=NO2)N)C(=C1)OC)F 6-(difluoromethoxy)-4-methoxybenzo[d]isoxazol-3-amine